Ethyl 12-(benzyloxy)-11-methoxy-3,3-dimethyl-8-oxo-2,3,8,13b-tetrahydro-1H-pyrido[2,1-a]pyrrolo[1,2-c]phthalazine-7-carboxylate C(C1=CC=CC=C1)OC1=CC=2C3N(N4C(C2C=C1OC)=CC(C(=C4)C(=O)OCC)=O)C(CC3)(C)C